4-((3aR,6aS)-dihydro-1H-furo[3,4-c]pyrrol-5(3H,6aH)-yl)aniline Lithium 7-methyl-8-oxo-7,8-dihydropyrido[2,3-d]pyridazine-5-carboxylate CN1N=C(C2=C(C1=O)N=CC=C2)C(=O)[O-].[Li+].C2OC[C@@H]1[C@H]2CN(C1)C1=CC=C(N)C=C1